dihydroxyethylaminopropyl-hydroxyethyl-hexadecylamine OC(CNCCCN(CCCCCCCCCCCCCCCC)CCO)O